1-bromo-5,6,7,8-tetrahydropyrazolo[5',1':3,4][1,4]diazocino[1,2-a]indole-14-carbonitrile BrC=1C=NN2C1C=1N(C=3C=CC=CC3C1C#N)CCCC2